N-[3-cyclopropyl-5-[(2-fluoro-2-methyl-propyl)sulfamoyl]-8,9-dihydro-7H-cyclopenta[H]Isoquinolin-7-yl]Carbamic acid tert-butyl ester C(C)(C)(C)OC(NC1CCC=2C1=CC(=C1C=C(N=CC21)C2CC2)S(NCC(C)(C)F)(=O)=O)=O